(1E)-acetaldehyde oxime hydrochloride Cl.C(\C)=N/O